5-(5-ethyl-1,3,4-thiadiazol-2-yl)-N-(8-methyl-1-isoquinolyl)-N-[(3R)-3-piperidyl]pyridine-2-carboxamide C(C)C1=NN=C(S1)C=1C=CC(=NC1)C(=O)N([C@H]1CNCCC1)C1=NC=CC2=CC=CC(=C12)C